CS(=O)(=O)C METHYLSULFONYLMETHAN